ClC=1C=C(C=CC1OC[C@@H]1COCC1)NC=1C2=C(N=CN1)C=CC(=N2)N2[C@@H]1CN([C@H](C2)C1)C(C=C)=O 1-((1S,4S)-5-(4-((3-Chloro-4-(((S)-tetrahydrofuran-3-yl)methoxy)phenyl)amino)pyrido[3,2-d]pyrimidin-6-yl)-2,5-diazabicyclo[2.2.1]heptan-2-yl)prop-2-en-1-one